1-(4-benzyl-3-oxo-3,4-dihydro-2H-benzo[b][1,4]thiazin-6-yl)-3-(5-(thiazol-5-yl)-1H-indol-3-yl)urea C(C1=CC=CC=C1)N1C2=C(SCC1=O)C=CC(=C2)NC(=O)NC2=CNC1=CC=C(C=C21)C2=CN=CS2